copper bis(pivaloyloxy)copper C(C(C)(C)C)(=O)O[Cu]OC(C(C)(C)C)=O.[Cu]